(R or S)-5-(4-(1-(3-cyanophenyl)ethoxy)phenyl)-2-oxo-6-(trifluoromethyl)-1,2-dihydropyridine-3-carboxamide C(#N)C=1C=C(C=CC1)[C@@H](C)OC1=CC=C(C=C1)C=1C=C(C(NC1C(F)(F)F)=O)C(=O)N |o1:8|